C1(=CC=CC=C1)C1=CC=C(C=C1)C1=CC=C(C=C1)N ([1,1':4',1'']terphenyl-4''-yl)-amine